[B].[Pb].[Cu] copper-lead-boron